COC=1C=C(C=CC1OC)C(=O)C=1N=NN(C1)[C@H]1[C@@H](CC[C@H](C1)C)C(C)C (3,4-dimethoxyphenyl)(1-((1R,2S,5R)-2-isopropyl-5-methylcyclohexyl)-1H-1,2,3-triazole-4-yl)methanone